(S)-2-Amino-N1-(4-(trifluoromethoxy)phenyl)pentanediamide N[C@H](C(=O)NC1=CC=C(C=C1)OC(F)(F)F)CCC(=O)N